(1,4)dioxane O1CCOCC1